1,1-dimethylethyl-4-hydroxyphenylpropionic acid octyl ester C(CCCCCCC)OC(C(C)(C1=CC=C(C=C1)O)C(C)(C)C)=O